C(N)(OCC1C2=CC=C(C=C2C=2C=CC(=CC12)C(C)(C)C)C(C)(C)C)=O 2,6-di-t-butyl-9-fluorenylmethyl carbamate